tert-butyl (R)-4-(1-((6-fluoro-2-methyl-2H-benzo[d][1,2,3]triazol-5-yl)carbamoyl)-2,3-dihydro-1H-pyrrolo[2,3-b]pyridin-4-yl)-2-methylpiperazine-1-carboxylate FC=1C(=CC=2C(=NN(N2)C)C1)NC(=O)N1CCC=2C1=NC=CC2N2C[C@H](N(CC2)C(=O)OC(C)(C)C)C